4-((4-(4-chloro-3-(trifluoromethyl)phenoxy)-3,5-difluorobenzyl)oxy)-6-methylpyrimidine-2-amine ClC1=C(C=C(OC2=C(C=C(COC3=NC(=NC(=C3)C)N)C=C2F)F)C=C1)C(F)(F)F